N-(1-(4-((4-([1,2,4]triazolo[1,5-a]pyridin-7-yloxy)-3-methylphenyl)amino)pyrrolo[2,1-f][1,2,4]triazin-5-yl)azetidin-3-yl)acrylamide N=1C=NN2C1C=C(C=C2)OC2=C(C=C(C=C2)NC2=NC=NN1C2=C(C=C1)N1CC(C1)NC(C=C)=O)C